CC=CC=CC=CCCC(C(CCC)N)N tetradeca-2,4,6-triene-10,11-diamine